C1=C(C=CC2=CC=CC=C12)C(=O)N[C@@H](C(=O)N1[C@@H](C[C@@H](C1)N1N=NC=C1C(C)(C)O)C(=O)NC(C(C(=O)N)O)CC=C)CC1CCCCC1 (2S,4S)-1-((R)-2-(2-naphthoylamino)-3-cyclohexylpropionyl)-N-(1-amino-2-hydroxy-1-oxohex-5-en-3-yl)-4-(5-(2-hydroxypropan-2-yl)-1H-1,2,3-triazol-1-yl)pyrrolidine-2-carboxamide